6-(3-Chloro-6-(difluoromethyl)-2-fluorophenyl)-N-(1-((5-(3,3-difluoroazetidin-1-yl)-6-methylpyrazin-2-yl)methyl)-1H-pyrazol-4-yl)pyrazine-2-carboxamide ClC=1C(=C(C(=CC1)C(F)F)C1=CN=CC(=N1)C(=O)NC=1C=NN(C1)CC1=NC(=C(N=C1)N1CC(C1)(F)F)C)F